CNC=1N(C=CN1)CC1NCC2(C3=C(C=CC=C13)CN1CCN(CC1)CCC(F)(F)F)CC2 ((2-(methylamino)-1H-imidazol-1-yl)meth-yl)-5'-((4-(3,3,3-trifluoropropyl)piperazin-1-yl)methyl)-2',3'-dihydro-1'H-spiro[cyclopropan-1,4'-isoquinoline]